4-chloro-6-(furan-2-yl)-2-(methylthio)pyrimidine-5-carbonitrile ClC1=NC(=NC(=C1C#N)C=1OC=CC1)SC